Pyrido[3,4-b]Pyrazin-3(2H)-one N1=C2C(=NC(C1)=O)C=NC=C2